7a-(4-bromophenyl)-4-chloro-4b,5-dihydroxy-7-phenyl-4b,6,7,7a-tetrahydro-5H-cyclopenta[4,5]furo[2,3-c]pyridine-6-carboxylate BrC1=CC=C(C=C1)C12C(C3=C(C=NC=C3Cl)O1)(C(C(C2C2=CC=CC=C2)C(=O)[O-])O)O